3-(5-sulfamoylthiophen-2-yl)propanoic acid methyl ester COC(CCC=1SC(=CC1)S(N)(=O)=O)=O